6-(4-chlorobenzyl)-9-isopropyl-2-(2-methylpyridin-4-yl)-2,6,9-triazaspiro[4.5]decane-1,7,10-trione ClC1=CC=C(CN2C3(CCN(C3=O)C3=CC(=NC=C3)C)C(N(CC2=O)C(C)C)=O)C=C1